N,N-diethylethanaminium methanesulfonate CS(=O)(=O)[O-].C(C)[NH+](CC)CC